(9E)-9-hexadecenoic acid C(CCCCCCC\C=C\CCCCCC)(=O)O